OC=1C=C(C=C(C1O)O)C(=O)O 3,4,5-trihydroxybenzenic acid